FC1=CC(=NC=C1NS(=O)(=O)C)C=1N=NN(C1NC(O[C@H](C)C=1C(=NC=CC1)Cl)=O)C (R)-1-(2-chloropyridin-3-yl)ethyl (4-(4-fluoro-5-(methylsulfonamido)pyridin-2-yl)-1-methyl-1H-1,2,3-triazol-5-yl)carbamate